C(C)(C)(C)OC([C@@](CCCC=O)(N(C(=O)OC(C)(C)C)C(=O)OC(C)(C)C)C(C)(C)C)=O (S)-(-)-tert-butyl-2-[bis-(tert-butoxycarbonyl)amino]-5-formylvaleric acid tert-butyl ester